3-((R)-1-hydroxyethyl)-N-((R)-5-(5-(methoxymethyl)-1,2,4-oxadiazol-3-yl)-2,3-dihydro-1H-inden-1-yl)benzamide O[C@H](C)C=1C=C(C(=O)N[C@@H]2CCC3=CC(=CC=C23)C2=NOC(=N2)COC)C=CC1